rac-tert-butyl (2R,5R)-5-(4-bromophenyl)-2-(trifluoromethyl)morpholine-4-carboxylate BrC1=CC=C(C=C1)[C@@H]1CO[C@H](CN1C(=O)OC(C)(C)C)C(F)(F)F |r|